2-(3,5-Difluoro-phenyl)-N-(8-fluoro-4-oxo-2-pyrrolidin-1-yl-4H-quinazolin-3-yl)-acetamide FC=1C=C(C=C(C1)F)CC(=O)NN1C(=NC2=C(C=CC=C2C1=O)F)N1CCCC1